octatriacontyl linoleate C(CCCCCCC\C=C/C\C=C/CCCCC)(=O)OCCCCCCCCCCCCCCCCCCCCCCCCCCCCCCCCCCCCCC